(2S)-2-AMINO-2-(4-FORMYL(2-PYRIDYL))ACETIC ACID N[C@H](C(=O)O)C1=NC=CC(=C1)C=O